tert-Butyl 3-(4,8-difluoro-6-formyl-6,7-dihydro-5H-cyclopenta[f]benzotriazol-1-yl)azetidine-1-carboxylate FC1=C2C(=C(C=3N(N=NC31)C3CN(C3)C(=O)OC(C)(C)C)F)CC(C2)C=O